Cl[SiH](N([SiH](Cl)Cl)CCC)Cl 1,1,3,3-tetrachloro-2-n-propyldisilazane